COC(=O)C=1C(=CC(=C2C1CCO2)C2=C(C=C(C=C2)OC(F)(F)F)F)N 5-amino-7-(2-fluoro-4-(trifluoromethoxy)phenyl)-2,3-dihydrobenzofuran-4-carboxylic acid methyl ester